1-(5-(bis(4-methoxybenzyl)amino)-2-(2-methoxypyridin-4-yl)-2H-1,2,3-triazol-4-yl)-2-bromopentane-1,3-dione COC1=CC=C(CN(C=2C(=NN(N2)C2=CC(=NC=C2)OC)C(C(C(CC)=O)Br)=O)CC2=CC=C(C=C2)OC)C=C1